tert-butyl N-[(9R,13S)-9-ethyl-3-methyl-8-oxo-3,4,7,15-tetraazatricyclo[12.3.1.02,6]octadeca-1(18),2(6),4,14,16-pentaen-13-yl]carbamate C(C)[C@H]1C(NC=2C=NN(C2C=2C=CN=C([C@H](CCC1)NC(OC(C)(C)C)=O)C2)C)=O